5-[2-(difluoromethoxy)-3-pyridinyl]-1-isopropyl-N-[(2-methoxy-3-pyridinyl)methyl]-3-methyl-pyrazolo[4,3-b]pyridin-7-amine FC(OC1=NC=CC=C1C1=CC(=C2C(=N1)C(=NN2C(C)C)C)NCC=2C(=NC=CC2)OC)F